ClC1=CN2C(S1)=NC(=C2C=O)Cl 2,6-DICHLORO-IMIDAZO[2,1-B]THIAZOLE-5-CARBOXALDEHYDE